N-(3-fluoro-4-((1-isopropyl-2-oxo-2,3-dihydro-1H-imidazo[4,5-b]pyridine-7-yl)oxy)phenyl)-1-(4-fluoropyridine-2-yl)-5-(trifluoromethyl)-1H-pyrazole-4-carboxamide FC=1C=C(C=CC1OC1=C2C(=NC=C1)NC(N2C(C)C)=O)NC(=O)C=2C=NN(C2C(F)(F)F)C2=NC=CC(=C2)F